5-(2-ethoxy-3-pyridinyl)-1-isopropyl-3-methyl-N-[(2-methylpyrimidin-4-yl)methyl]pyrazolo[4,3-b]pyridin-7-amine C(C)OC1=NC=CC=C1C1=CC(=C2C(=N1)C(=NN2C(C)C)C)NCC2=NC(=NC=C2)C